CC1=C2C=CN=CC2=C2C(=C1)C=CC=C2.[Na] Sodium 5-methylbenzo[h]isoquinoline